Bis(isocyanatomethyl)-4,5-dichlorobenzene N(=C=O)CC1=C(C=C(C(=C1)Cl)Cl)CN=C=O